C(C)OCCOCCOCCO triethylene glycol ethyl ether